3-(4-((6-((3-bromo-4-(1H-imidazol-1-yl)phenyl)(5-(3,5-dimethylisoxazol-4-yl)-2-methylphenyl)amino)hexyl)amino)-1-oxoisoindol-2-yl)piperidine-2,6-dione BrC=1C=C(C=CC1N1C=NC=C1)N(CCCCCCNC1=C2CN(C(C2=CC=C1)=O)C1C(NC(CC1)=O)=O)C1=C(C=CC(=C1)C=1C(=NOC1C)C)C